triethylammonium format C(=O)[O-].C(C)[NH+](CC)CC